tert-butyl 4-(6-(4-fluorobenzylamino)-2-(methylsulfonyl)pyrimidin-4-yl)piperazine-1-carboxylate FC1=CC=C(CNC2=CC(=NC(=N2)S(=O)(=O)C)N2CCN(CC2)C(=O)OC(C)(C)C)C=C1